(2-ethylhexyl)-amine C(C)C(CN)CCCC